O-methyl Ethyl Carbonate Formate C(=O)O.C(OC)(OCC)=O